[N-]=C=O.[N-]=C=O.C(C1=CC=CC=C1)(=O)C1=CC=CC=C1 Benzophenone diisocyanate